(S)-2-(1,7-Dimethyl-4-oxo-1,4-dihydro-5H-pyrazolo[3,4-d]pyridazin-5-yl)-N-(1-(p-tolyl)ethyl)-acetamid CN1N=CC2=C1C(=NN(C2=O)CC(=O)N[C@@H](C)C2=CC=C(C=C2)C)C